C1OCCC2=CC=C(C=C12)C=1NC(C=2N(C1)N=C(C2)C(=O)N[C@H](CCO)C2=CC=C(C=C2)F)=O 6-(3,4-Dihydro-1H-isochromen-7-yl)-N-[(1R)-1-(4-fluorophenyl)-3-hydroxypropyl]-4-oxo-4,5-dihydropyrazolo[1,5-a]pyrazine-2-carboxamide